CC1(CN(CCO1)C1=CC(=C(C(=N1)N1C(N(C=C1)CC=1C=NN(C1)CC)=O)F)C(F)(F)F)C 1-[6-(2,2-dimethylmorpholin-4-yl)-3-fluoro-4-(trifluoromethyl)pyridin-2-yl]-3-[(1-ethyl-1H-pyrazol-4-yl)methyl]-1,3-dihydro-2H-imidazol-2-one